tert-Butyl 3-[2,2-dideuterio-3-[1-(trifluoromethyl)cyclopropyl]propoxy]pyrazole-1-carboxylate [2H]C(COC1=NN(C=C1)C(=O)OC(C)(C)C)(CC1(CC1)C(F)(F)F)[2H]